C(CCC)NC(OCC#CI)=O 3-iodoprop-2-yn-1-yl butylcarbamate